N-benzyl-prop-2-yn-1-amine C(C1=CC=CC=C1)NCC#C